1-(3-(aminomethyl)phenyl)-N-(5-((cyclopropylmethylamino)(thiazol-2-yl)methyl)-2-fluorophenyl)-3-(trifluoromethyl)-1H-pyrazole-5-carboxamide NCC=1C=C(C=CC1)N1N=C(C=C1C(=O)NC1=C(C=CC(=C1)C(C=1SC=CN1)NCC1CC1)F)C(F)(F)F